glyoxal-1,1-dimethyl acetal COC(C=O)OC